(S)-1-phenyl-3-(1-piperidinyl)propan-1-ol C1(=CC=CC=C1)[C@H](CCN1CCCCC1)O